O=C(CC#N)N1CCN(CC1)C1=NC=CN=C1NC1=CC=C(C=C1)C(F)(F)F 3-oxo-3-(4-(3-((4-(trifluoromethyl)phenyl)amino)pyrazin-2-yl)piperazin-1-yl)propanenitrile